CC=1C=C2C=3C=C(C=CC3N(C2=CC1)C1=CC=C(C=C1)OC(F)(F)F)C(=O)NCC1=NC=CC=N1 6-methyl-N-[(pyrimidin-2-yl)methyl]-9-[4-(trifluoromethoxy)phenyl]-9H-carbazole-3-carboxamide